1-(7-cyclopentylpyrazolo[1,5-a]pyrimidin-6-yl)-3-[6-[5-[4-[4-[2-(2,6-dioxo-3-piperidyl)-1-oxo-isoindolin-5-yl]piperazin-1-yl]butyl]-1,2,4-oxadiazol-3-yl]-5-fluoro-3-pyridyl]urea C1(CCCC1)C1=C(C=NC=2N1N=CC2)NC(=O)NC=2C=NC(=C(C2)F)C2=NOC(=N2)CCCCN2CCN(CC2)C=2C=C1CN(C(C1=CC2)=O)C2C(NC(CC2)=O)=O